N[C@H]1C[C@@H](CCC1)NC(OC(C)(C)C)=O tert-butyl ((1R,3R)-3-aminocyclohexyl)carbamate